N-(2-amino-9-methyl-5,6,8,9,10,11-hexahydro-7H-5,9:7,11-dimethanobenzo[9]annulen-7-yl)acetamide hydrochloride Cl.NC=1C=CC2=C(C3CC4(CC(CC2C4)(C3)NC(C)=O)C)C1